ClC1=C(C(=O)NC=2C(=NNC2)C(=O)NC2CCN(CC2)CCCCCCC#C)C(=CC=C1)Cl 4-(2,6-dichlorobenzamido)-N-(1-(oct-7-yn-1-yl)piperidin-4-yl)-1H-pyrazole-3-carboxamide